OC1CN(C1)C(=O)O[C@@H]1CC[C@H](CC1)C(N(C[C@@H]1CC[C@H](CC1)C1=CC(=C(C=C1)OC)C)C1=NC=CC(=C1)C1=CN=C(S1)C(C)C)=O trans-4-((4-(2-Isopropylthiazol-5-yl)pyridin-2-yl)((trans-4-(4-methoxy-3-methylphenyl)cyclohexyl)methyl)carbamoyl)cyclohexyl 3-hydroxyazetidine-1-carboxylate